ClC=1C(=CC(=NC1)NC1CCC(CC1)NCCOCCNC(=O)C1CC1)C1=NC(=CC=C1)NCC1(CCOCC1)C#N N-(2-(2-(((1r,4r)-4-((5'-chloro-6-(((4-cyanotetrahydro-2H-pyran-4-yl)methyl)amino)-[2,4'-bipyridin]-2'-yl)amino)cyclohexyl)amino)ethoxy)ethyl)cyclopropanecarboxamide